S(=O)(=O)(O)OC1=CC=C(NC(=O)C)C=C1 paracetamol-sulfate